BrCC1=CN(C2=CC=CC=C12)CC1CC1 3-(bromomethyl)-1-(cyclopropylmethyl)-1H-indole